1,4-diaza-bicyclo-[2.2.2]-octane N12CCN(CC1)CC2